COC1=NC(=CC(=C1)C(C(=O)O)C)OC 2-(2,6-dimethoxy-pyridin-4-yl)propionic acid